(6-Bromo-2-(tert-butyl)-1H-benzo[d]imidazol-1-yl)(phenyl)methanone BrC=1C=CC2=C(N(C(=N2)C(C)(C)C)C(=O)C2=CC=CC=C2)C1